C1(C=CC=C2C(C3=CC=CC=C3C=C12)=O)=O 1,10-anthraquinone